CC1=C(C=2N(N=C1)C(=CN2)C2=NC(OC1=C2C=CC=C1)(C)CC(C)C)C 4-(7,8-dimethylimidazo[1,2-b]pyridazin-3-yl)-2-isobutyl-2-methyl-2H-benzo[e][1,3]oxazine